3-[2,4-bis[(3R)-3-methylmorpholin-4-yl]pyrido[2,3-d]pyrimidin-7-yl]-N-(8-oxooctyl)benzamide C[C@H]1N(CCOC1)C=1N=C(C2=C(N1)N=C(C=C2)C=2C=C(C(=O)NCCCCCCCC=O)C=CC2)N2[C@@H](COCC2)C